OC1(C(N(CC1)C)=O)C=1C=C(C=CC1)C=1N=C(SC1)NC(OC(C)(C)C)=O tert-butyl (4-(3-(3-Hydroxy-1-methyl-2-oxopyrrolidin-3-yl)phenyl)thiazol-2-yl)carbamate